ClC1=CC(=C(C(=O)NCCOCC)C=C1)NC(C1=C(C=CC=C1)C)=O 4-Chloro-N-(2-ethoxyethyl)-2-(2-methylbenzamido)benzamide